5-(4-chlorophenyl)-7H-pyrrolo[2,3-d]Pyrimidin-4-amine ClC1=CC=C(C=C1)C1=CNC=2N=CN=C(C21)N